6-bromo-1-(4-(trifluoromethyl)-2,3-dihydro-1H-inden-1-yl)-1,3-dihydro-2H-benzo[d]imidazol-2-one BrC=1C=CC2=C(N(C(N2)=O)C2CCC3=C(C=CC=C23)C(F)(F)F)C1